COC([C@@H](NCCC=1SC=CC1)C1=C(C=CC=C1)Cl)=O (S)-2-(2-thienylethylamino)-(2-chlorophenyl)-acetic acid methyl ester